(1S,2S)-2-(3-chlorophenyl)cyclopropane-1-carbonyl chloride ClC=1C=C(C=CC1)[C@@H]1[C@H](C1)C(=O)Cl